1,4,7-triazacyclononane-phosphinic acid [PH2](O)=O.N1CCNCCNCC1